1-benzyl-4-(3-chlorophenyl)-1H-1,2,3-triazole C(C1=CC=CC=C1)N1N=NC(=C1)C1=CC(=CC=C1)Cl